CN1N=C(N=C1C=1C=C(C=CC1)C)CN1CCCC1 1-methyl-3-(pyrrolidin-1-ylmethyl)-5-(m-tolyl)-1H-1,2,4-triazole